(2S)-2-[(6-{[3-({(2S,3R)-1-(tert-Butoxycarbonyl)-3-[(ethanesulfonyl)amino]-4,4-difluoropyrrolidin-2-yl}methyl)-2-fluorophenyl]methyl}-5-methylpyridin-2-yl)oxy]propanoic acid C(C)(C)(C)OC(=O)N1[C@H]([C@H](C(C1)(F)F)NS(=O)(=O)CC)CC=1C(=C(C=CC1)CC1=C(C=CC(=N1)O[C@H](C(=O)O)C)C)F